C1(CC1)C=1C=NN(C1CO[C@H]1[C@@H]2[C@H](N([C@H](C1)C2)C2=CC=C(C(=O)O)C=C2)C)C2=C(C=CC=C2Cl)Cl 4-[(1S,3R,4S,5R)-5-[[4-cyclopropyl-1-(2,6-dichlorophenyl)-1H-pyrazol-5-yl]methoxy]-3-methyl-2-azabicyclo[2.2.1]heptan-2-yl]benzoic acid